(E)-(1-methyl-3-(p-tolyldiazenyl)-1H-indol-2-yl)(phenyl)methanone CN1C(=C(C2=CC=CC=C12)\N=N\C1=CC=C(C=C1)C)C(=O)C1=CC=CC=C1